COC1=C(C=C(C=C1)OC)C1=CC=C(S1)C1=CC=C(C2=NSN=C21)C=2SC(=CC2)C2=C(C=CC(=C2)OC)OC 4,7-Bis[5-(2,5-dimethoxyphenyl)-2-thienyl]benzo[c]1,2,5-thiadiazol